N1=C(C=CC=C1)N(C(C1=CC(=C(C=C1)NC)N)=O)CCC(=O)OCC 3-amino-4-methylamino-benzoic acid-N-(2-pyridyl)-N-(2-ethoxycarbonylethyl)-amide